CN1CCN(CC1)C1=CNC2=CC(=CC=C12)N1C(NC(CC1)=O)=O 1-(3-(4-Methylpiperazin-1-yl)-1H-indol-6-yl)dihydropyrimidine-2,4(1H,3H)-dione